C1(=CC=CC=C1)S(=O)(=O)C=1C=CC(=NC1)CN1C(=CC=2C=NC=CC21)C(=O)N [5-(benzenesulfonyl)pyridin-2-yl]methyl-1H-pyrrolo[3,2-c]pyridine-2-carboxamide